3-(4-fluorophenyl)-1-(3-methoxypropyl)-2,4-dioxo-1,2,3,4-tetrahydropyrimidine-5-carboxamide FC1=CC=C(C=C1)N1C(N(C=C(C1=O)C(=O)N)CCCOC)=O